methyl 2-[2-[3-[2-[(6-bromo-2-pyridyl)oxymethyl]-5-(trifluoromethyl)phenyl]propoxy]-5-methyl-4-(4,4,5,5-tetramethyl-1,3,2-dioxaborolan-2-yl)phenyl]acetate BrC1=CC=CC(=N1)OCC1=C(C=C(C=C1)C(F)(F)F)CCCOC1=C(C=C(C(=C1)B1OC(C(O1)(C)C)(C)C)C)CC(=O)OC